CCOC=C(C(=O)[O-])OC1=CC=CC=C1 (2-ethoxy)phenoxyacrylate